C1(CC1)COCC(=O)C1=CC(=C(C=C1)C1=NOC(=N1)C(F)(F)F)F (cyclopropylmethoxy)-1-(3-fluoro-4-(5-(trifluoromethyl)-1,2,4-oxadiazol-3-yl)phenyl)ethan-1-one